C(C(C)C)NC(=O)N1C(=NC2=C1C=CC(=C2)C=2C=NC=CC2)SC N-iso-Butyl-2-(methylthio)-5-(pyridin-3-yl)-1H-benzo[d]imidazole-1-carboxamide